CC(C(=O)NC1CCN(CC1)C)(COC1=C(C=NC=C1)C)C 2,2-dimethyl-N-(1-methylpiperidin-4-yl)-3-((3-methylpyridin-4-yl)oxy)propanamide